3-(2-chloro-4-fluorophenyl)isoxazol-5-amine ClC1=C(C=CC(=C1)F)C1=NOC(=C1)N